BrC1=NN2C(NC=3C(=C2)CN(C3)[C@@H](COC)C)=C1 |r| 2-bromo-6-[(±)-1-methoxypropan-2-yl]-6,7-dihydro-4H-pyrazolo[1,5-a]pyrrolo[3,4-d]pyrimidine